glycerol dilactate C(C(O)C)(=O)OCC(OC(C(O)C)=O)CO